N-[2-vinyl-5-(pentafluoroethyl)thiophen-3-yl]-2-(ethylsulfonyl)-4-(trifluoromethyl)benzamide C(=C)C=1SC(=CC1NC(C1=C(C=C(C=C1)C(F)(F)F)S(=O)(=O)CC)=O)C(C(F)(F)F)(F)F